Diphenylaminopyridine C1(=CC=CC=C1)N(C1=CC=CC=C1)C1=NC=CC=C1